Methyl 2-(8-(benzo[d]thiazol-2-ylcarbamoyl)-3,4-dihydroisoquinolin-2(1H)-yl)-5-(3-(2-(3-((tert-butoxycarbonyl)(methyl)amino)propyl)-6-fluorophenoxy)propyl)thiazole-4-carboxylate S1C(=NC2=C1C=CC=C2)NC(=O)C=2C=CC=C1CCN(CC21)C=2SC(=C(N2)C(=O)OC)CCCOC2=C(C=CC=C2F)CCCN(C)C(=O)OC(C)(C)C